tert-butyl (S)-3-(hydroxymethyl)-4-(6-nitro-1-oxo-1,3-dihydroisobenzofuran-5-yl)piperazine-1-carboxylate OC[C@@H]1CN(CCN1C=1C=C2COC(C2=CC1[N+](=O)[O-])=O)C(=O)OC(C)(C)C